O[C@@]1(C(N(CC1)C)=O)C1=CC(=NO1)C1=CC(=CC=C1)C1=NC(=NC=C1)NCCC(F)(F)F (R)-3-hydroxy-1-methyl-3-(3-(3-(2-((3,3,3-trifluoropropyl)amino)pyrimidin-4-yl)phenyl)isoxazol-5-yl)pyrrolidin-2-one